bisphenol diundecanoate C(CCCCCCCCCC)(=O)O.C(CCCCCCCCCC)(=O)O.C1(=CC=CC=C1)O.C1(=CC=CC=C1)O